6-chloro-3-(((R)-1-(2-((3S,4S)-3,4-difluoropyrrolidin-1-yl)-3,6-dimethyl-4-oxo-3,4-dihydroquinazolin-8-yl)ethyl)amino)picolinic acid ClC1=CC=C(C(=N1)C(=O)O)N[C@H](C)C=1C=C(C=C2C(N(C(=NC12)N1C[C@@H]([C@H](C1)F)F)C)=O)C